C(#N)C=1C=NC=CC1N1N=CC(=C1C(F)(F)F)C(=O)N 1-(3-cyanopyridin-4-yl)-5-(trifluoromethyl)-1H-pyrazole-4-carboxamide